COC1=C(C=C(C=C1)C(O)C1=NC=C(N=C1)OC)C1=NC=NC2=CC(=CC=C12)N1CCOCC1 [4-methoxy-3-(7-morpholin-4-yl-quinazolin-4-yl)phenyl]-(5-methoxypyrazin-2-yl)methanol